5-((2-(4-(Trifluoromethoxy)phenyl)pyridin-4-yl)methylene)thiazolidine-2,4-dione FC(OC1=CC=C(C=C1)C1=NC=CC(=C1)C=C1C(NC(S1)=O)=O)(F)F